methyl (R)-5-(5-(5-chloro-1-methyl-2-oxo-1,2-dihydropyridin-3-yl)-6-(4-chlorophenyl)-1-isopropyl-4-oxo-1,4,5,6-tetrahydropyrrolo[3,4-d]imidazol-2-yl)-6-methoxynicotinate ClC=1C=C(C(N(C1)C)=O)N1[C@@H](C=2N(C(=NC2C1=O)C=1C(=NC=C(C(=O)OC)C1)OC)C(C)C)C1=CC=C(C=C1)Cl